FC1=C2CN(CC2=CC(=C1)F)C(=O)NC1=CC=C(C=C1)C1CCN(CC1)C(C(C)(C)O)=O 4,6-difluoro-N-(4-(1-(2-hydroxy-2-methylpropanoyl)piperidin-4-yl)phenyl)isoindoline-2-carboxamide